C(C)(C)C=1C(=CC2=C(N(C(N2)=O)C2CCN(CC2)C2CCOCC2)C1)C=1C=C(C=2N(C1)N=CN2)OC 6-Isopropyl-5-(8-methoxy-[1,2,4]triazolo[1,5-a]pyridin-6-yl)-1-(1-(tetrahydro-2H-pyran-4-yl)piperidin-4-yl)-1,3-dihydro-2H-benzo[d]imidazol-2-on